N1(CCC2=CC=CC=C12)C=1NC2=CC=CC=C2C1 indolinylIndole